5,7-dichloro-2-[(3S)-3-methoxypyrrolidin-1-yl]thiazolo[4,5-d]pyrimidine ClC=1N=C(C2=C(N1)N=C(S2)N2C[C@H](CC2)OC)Cl